palmitoyl-tripropyl-palmitoylaminoethyl-diethyl-amine C(CCCCCCCCCCCCCCC)(=O)C(C(CCC)(CCC)CCC)N(CC)CCNC(CCCCCCCCCCCCCCC)=O